BrC1=C(C(=C(C(=C1F)F)F)F)S(=O)(=O)N(CC=1C=NC=CC1C(F)(F)F)CC(=O)N(CC1=CC(=CC(=C1)C1CC1)C(C)(C)C)C1=C(C=C(C(=O)O)C=C1)OC 4-(2-(2-bromo-3,4,5,6-tetrafluoro-N-((4-(trifluoromethyl)pyridin-3-yl)methyl)phenylsulfonamido)-N-(3-(tert-butyl)-5-cyclopropylbenzyl)acetamido)-3-methoxy-benzoic acid